1-(1-isobutoxyprop-1-en-2-yl)-3-(1-(2-propoxyethoxy)prop-1-en-2-yl)benzene C(C(C)C)OC=C(C)C1=CC(=CC=C1)C(=COCCOCCC)C